1-(6-(4-Fluorophenyl)quinolin-2-yl)piperidine FC1=CC=C(C=C1)C=1C=C2C=CC(=NC2=CC1)N1CCCCC1